5-methoxy-3-(6-(piperidin-3-yl)pyridin-2-yl)pyrazolo[1,5-a]pyridine COC1=CC=2N(C=C1)N=CC2C2=NC(=CC=C2)C2CNCCC2